2-methyl-4H-pyrrolo[3,2-d]thiazole-5-carboxylic acid CC=1SC2=C(N1)C=C(N2)C(=O)O